FC(OC1=NC=CC(=C1)CNC(=O)N[C@@H]1CCOC2=CC=CC=C12)F 1-[[2-(difluoromethoxy)pyridin-4-yl]methyl]-3-[(4R)-3,4-dihydro-2H-chromen-4-yl]urea